ClC1=CC(=NC=C1)N 4-chloro-pyridin-2-amine